(S)-4-((3-fluoropyridin-2-yl)thio)-6-(1-(1-(2-hydroxypropyl)piperidin-4-yl)-5-methyl-1H-pyrazol-4-yl)pyrazolo[1,5-a]pyridine-3-carbonitrile FC=1C(=NC=CC1)SC=1C=2N(C=C(C1)C=1C=NN(C1C)C1CCN(CC1)C[C@H](C)O)N=CC2C#N